Heptane-2-one CC(CCCCC)=O